tert-butyl (3S,4S)-3-(methoxymethyl)-4-methylsulfonyloxy-pyrrolidine-1-carboxylate COC[C@@H]1CN(C[C@H]1OS(=O)(=O)C)C(=O)OC(C)(C)C